[N+](=O)([O-])C1=CC=C(OP2(OCCC(O2)C2=CC=NC=C2)=O)C=C1 2-(4-nitrophenoxy)-4-(pyridin-4-yl)-1,3,2-dioxaphosphinane 2-oxide